(R*)-Ethyl 7-(methylcarbamoyl)-3-phenyl-2,3-dihydrobenzofuran-5-carboxylate CNC(=O)C1=CC(=CC=2[C@H](COC21)C2=CC=CC=C2)C(=O)OCC |o1:9|